(4-Ethylpiperazin-1-yl)-N-(3-phenylpropyl)-1H-benzo[d]imidazole-1-carboxamide C(C)N1CCN(CC1)C1=NC2=C(N1C(=O)NCCCC1=CC=CC=C1)C=CC=C2